C1(CC1)N1CCC(CC1)C(=O)NCC=1C=CC=2NC3=CC=C(C=C3OC2C1)C(F)(F)F 1-Cyclopropyl-N-((7-(trifluoromethyl)-10H-phenoxazin-3-yl)methyl)piperidine-4-carboxamide